2-hydroxypropyleneglycol acrylate C(C=C)(=O)O.OC(CO)(C)O